tert-butyl(((S)-3-((9-ethyl-2-(((2R,3S)-2-hydroxypentan-3-yl)amino)-9H-purin-6-yl)amino)pyrrolidin-1-yl)sulfonyl)carbamate C(C)(C)(C)OC(NS(=O)(=O)N1C[C@H](CC1)NC1=C2N=CN(C2=NC(=N1)N[C@H]([C@@H](C)O)CC)CC)=O